C(C)(=O)NCCONC1=CC=C(C=C1)N acetylaminoethyloxy-para-phenylenediamine